COC(C1=C(C=CC=C1)N1C=CC=C1)=O 2-(1H-pyrrol-1-yl)benzoic acid methyl ester